C(C)O[C@@H]([C@@]1(CN(CC1)C(C)(C)C=1C=CC(=NC1)C)CCC=1SC=CC1)C1=NC=CC=C1 |o1:3,4| 5-(2-((S or R)-3-((S or R)-ethoxy(pyridin-2-yl)methyl)-3-(2-(thiophen-2-yl)ethyl)pyrrolidin-1-yl)propan-2-yl)-2-methylpyridine